C1N(CC12CCNCC2)C=2N=CN=NC2OC2=C(C(=O)N(C(C)C)CC)C=C(C=C2)F 2-((5-(2,7-diazaspiro[3.5]nonan-2-yl)-1,2,4-triazin-6-yl)oxy)-N-ethyl-5-fluoro-N-isopropyl-benzamide